4-(4-fluorophenyl)methylene-2,6-di-t-butyl-2,5-cyclohexadien-1-one FC1=CC=C(C=C1)C=C1C=C(C(C(=C1)C(C)(C)C)=O)C(C)(C)C